Cl.ClC=1C=C(CN2C[C@@H](CCC2)N)C=C(C1OCC1CC1)Cl (R)-1-(3,5-dichloro-4-(cyclopropylmethoxy)benzyl)piperidin-3-amine hydrochloride